Ethyl 13-chloro-12-(3-methoxypropoxy)-7,7-dimethyl-2-oxo-2,7,8,9,10,10a-hexahydrodipyrido[2,1-a:1',2'-c]phthalazine-3-carboxylate ClC1=C(C=C2C3N(N4C(C2=C1)=CC(C(=C4)C(=O)OCC)=O)C(CCC3)(C)C)OCCCOC